tert-butyl (1R,5S,6r)-6-((5-(pyridin-4-yl)thiazolo[5,4-b]pyridin-2-yl)carbamoyl)-3-azabicyclo[3.1.0]hexane-3-carboxylate N1=CC=C(C=C1)C1=CC=C2C(=N1)SC(=N2)NC(=O)C2[C@H]1CN(C[C@@H]21)C(=O)OC(C)(C)C